BrC1=CC(=NC(=C1I)C)N(CC1=CC=C(C=C1)OC)CC1=CC=C(C=C1)OC 4-Bromo-5-iodo-N,N-bis(4-methoxybenzyl)-6-methylpyridin-2-amine